C1(CCC1)NC1=NC(=CC(=C1)C(=O)NC[C@@H](O)[C@H]1N(CC2=CC(=CC=C2C1)O)C(=O)OC(C)(C)C)N1CCN(CC1)C(CC)=O tert-butyl (3S)-3-[(1R)-2-[[2-(cyclobutylamino)-6-(4-propanoylpiperazin-1-yl)pyridine-4-carbonyl]amino]-1-hydroxy-ethyl]-7-hydroxy-3,4-dihydro-1H-isoquinoline-2-carboxylate